C(#N)C1=NC2=CC(=CC(=C2N=C1N1CC2=CC=CC(=C2C1)F)[C@@H](C)NC1=C(C(=O)O)C=CC=C1)C (R)-2-((1-(2-cyano-3-(4-fluoroisoindolin-2-yl)-7-methylquinoxalin-5-yl)ethyl)amino)benzoic acid